1,1',1'',1'''-((((Piperazine-1,4-diylbis(ethane-2,1-diyl))bis(disulfanediyl))bis(butane-4,1-diyl))bis(azanetriyl))tetrakis(dodecan-2-ol) N1(CCN(CC1)CCSSCCCCN(CC(CCCCCCCCCC)O)CC(CCCCCCCCCC)O)CCSSCCCCN(CC(CCCCCCCCCC)O)CC(CCCCCCCCCC)O